2-amino-5-(4-(2-cyclopropylacetamido)-2-methylphenyl)-N-isopropylnicotinamide NC1=C(C(=O)NC(C)C)C=C(C=N1)C1=C(C=C(C=C1)NC(CC1CC1)=O)C